(R)-2-((5-(2-(6-((4-(dimethylamino)-4-oxobutyl)(methyl)amino)-2-methylhexan-3-yl)-2,6-diazaspiro[3.4]octan-6-yl)-1,2,4-triazin-6-yl)oxy)-N-ethyl-5-fluoro-N-isopropylbenzamide fumarate C(\C=C\C(=O)O)(=O)O.CN(C(CCCN(CCC[C@H](C(C)C)N1CC2(C1)CN(CC2)C=2N=CN=NC2OC2=C(C(=O)N(C(C)C)CC)C=C(C=C2)F)C)=O)C